BrC=1C=C2C(=CN1)NC=C2 C5-bromo-1H-pyrrolo[2,3-C]pyridine